(2-(8-bromo-4,4-dimethyl-1,4-dihydroquinazolin-2-yl)thiazol-4-yl)benzoic acid BrC=1C=CC=C2C(N=C(NC12)C=1SC=C(N1)C1=C(C(=O)O)C=CC=C1)(C)C